6-(Azetidin-1-yl)-4-fluoro-N-[2-methoxy-5-(morpholin-4-yl)benzene-1-sulfonyl]-1-benzofuran-2-carboxamide N1(CCC1)C1=CC2=C(C=C(O2)C(=O)NS(=O)(=O)C2=C(C=CC(=C2)N2CCOCC2)OC)C(=C1)F